3-chlorophenyl-butanoic acid ClC=1C=C(C=CC1)C(C(=O)O)CC